(6-bromo-4-fluoro-1-isopropyl-1H-benzo[d]imidazole-2-yl)methanol ethyl-2-((3-(benzyloxy)-5-(1-((tert-butyldimethylsilyl)oxy)propyl)-2-oxopyrrolidin-1-yl)amino)-2-iminoacetate C(C)N=C(C(=O)OCC1=NC2=C(N1C(C)C)C=C(C=C2F)Br)NN2C(C(CC2C(CC)O[Si](C)(C)C(C)(C)C)OCC2=CC=CC=C2)=O